ClC1=CC=C(C=C1)C1=CC(=CC=C1)OC1=C(N=NN1)C(=O)O 5-((4'-chloro-[1,1'-biphenyl]-3-yl)oxy)-1H-1,2,3-triazole-4-carboxylic acid